ClC1(C[Si](C1)=[Zr](C1C(=CC2=C(C(=C(C=C12)C)C)C1=CC=CC=C1)C=1OC(=C(C1)C)C)C1C(=CC2=C(C(=C(C=C12)C)C)C1=CC=CC=C1)C=1OC(=C(C1)C)C)Cl Dichlorosilacyclobutylidenebis[2-(4,5-dimethyl-2-furanyl)-4-phenyl-5,6-dimethyl-1-indenyl]zirconium